C(C)(C)(C)OC(=O)NCCC=1N(C=C(N1)C(=O)OC)C Methyl 2-(2-{[(tert-butoxy) carbonyl] amino} ethyl)-1-methyl-1H-imidazole-4-carboxylate